(Z)-3-((5-chloropyridin-2-yl)oxy)-N'-hydroxybenzamidine ClC=1C=CC(=NC1)OC=1C=C(/C(=N/O)/N)C=CC1